3-chloro-2-(2-methoxy-4-pyridyl)-5-(trifluoromethyl)pyrazine ClC=1C(=NC=C(N1)C(F)(F)F)C1=CC(=NC=C1)OC